5-(1H-Pyrazol-4-yl)-2-[6-(1,2,3,6-tetrahydropyridin-4-yl)[1,3]thiazolo[4,5-c]pyridin-2-yl]phenol N1N=CC(=C1)C=1C=CC(=C(C1)O)C=1SC2=C(C=NC(=C2)C=2CCNCC2)N1